COC=1C=C(C=CC1OCC1=NOC(=C1)C)NC1=C(C=2N=C(C=NC2C=C1)N1CCOCC1)C#N 6-((3-methoxy-4-((5-methylisoxazol-3-yl)methoxy)phenyl)amino)-3-morpholinoquinoxaline-5-carbonitrile